S(=O)(=O)(O)CCCSSCCCS(=O)(=O)O bis(3-sulfopropyl) disulfide